2,3-dihydroxy-3-methylbutyric acid OC(C(=O)O)C(C)(C)O